N(=[N+]=[N-])[C@H]1[C@H](OCC=C)O[C@H]([C@@H]([C@@H]1OCC1=CC=CC=C1)O)CO[Si](C1=CC=CC=C1)(C1=CC=CC=C1)C(C)(C)C Allyl 2-azido-3-O-benzyl-6-O-tert-butyldiphenylsilyl-2-deoxy-α-L-altropyranoside